[Si](C)(C)(C)[C@@]1([C@@](O[C@@H]([C@H]1O)CO)(N1C=NC=2C(S)=NC=NC12)CC1=CC=C(C=C1)[N+](=O)[O-])O TMS-(4-nitrobenzyl)-6-thioinosine